FC1=C(C(=CC=C1)F)C1CC(=NO1)C=1N=C(SC1)C1CCN(CC1)C(CN1C(=NC2=C1C=CC=C2)NC(C)=O)=O N-(1-(2-(4-(4-(5-(2,6-difluorophenyl)-4,5-dihydroisoxazol-3-yl)thiazol-2-yl)piperidin-1-yl)-2-oxoethyl)-1H-benzimidazol-2-yl)acetamide